(+/-)-trans-6-({[1-(tert-Butoxycarbonyl)-4-(methoxyphenyl)-piperidin-3-yl]methyl}[methyl]amino)-1-oxoisoindoline-2-carboxylic acid tert-butyl ester C(C)(C)(C)OC(=O)N1C(C2=CC(=CC=C2C1)N(C)C[C@@H]1CN(CC[C@H]1C1=C(C=CC=C1)OC)C(=O)OC(C)(C)C)=O |r|